Dimethyl-propynylamine CN(C#CC)C